(2,2-dimethylpropyl)({2-[(4-{1H-pyrazolo[3,4-c]pyridin-4-yl}-1H-1,2,3-triazol-1-yl)methyl]imidazo[1,2-a]pyridin-6-yl}methyl)amine CC(CNCC=1C=CC=2N(C1)C=C(N2)CN2N=NC(=C2)C2=C1C(=CN=C2)NN=C1)(C)C